CNCC#C N-methyl-prop-2-yn-1-amine